N-(benzo[d]thiazol-5-yl)-piperidine-4-carboxamide S1C=NC2=C1C=CC(=C2)NC(=O)C2CCNCC2